ClC1=NC=C(C(=N1)C1=CNC2=CC(=CC=C12)SC(C)C)C(F)(F)F 3-[2-chloro-5-(trifluoromethyl)pyrimidin-4-yl]-6-isopropylsulfanyl-1H-indole